C[C@@H]1N(CC[C@]2(C1)OCCC1=C2SC(=C1)CO)CC=1C=NN(C1)CCS(=O)(=O)C [(2'S,7R)-2'-methyl-1'-[[1-(2-methylsulfonylethyl)pyrazol-4-yl]methyl]spiro[4,5-dihydrothieno[2,3-c]pyran-7,4'-piperidine]-2-yl]methanol